ClC=1C=C2C=C(C(=CC2=CC1)C1=CC=CC=C1)C(F)(F)F 6-chloro-2-phenyl-3-(trifluoromethyl)naphthalene